ethyl 1-(2,4-difluorophenyl)-5-amino-1H-pyrazole-4-carboxylate FC1=C(C=CC(=C1)F)N1N=CC(=C1N)C(=O)OCC